C1(=CC=CC=C1)C=1C(=NNC1)C(F)(F)F phenyl-3-(trifluoromethyl)pyrazol